2-[4-tert-butyl-2-(3-hydroxypropyl)phenyl]-1H-1,6-naphthyridin-4-one C(C)(C)(C)C1=CC(=C(C=C1)C=1NC2=CC=NC=C2C(C1)=O)CCCO